CNC(=O)N1CC=2N(CC1)C(=NC2C=2C=C1C(=NN(C1=CC2)C)C=2C=NN(C2)C)C2CCNCC2 N-methyl-1-(1-methyl-3-(1-methyl-1H-pyrazol-4-yl)-1H-indazol-5-yl)-3-(piperidin-4-yl)-5,6-dihydroimidazo[1,5-a]pyrazine-7(8H)-carboxamide